C(CN1C(=NC2=C1C=CC(=C2OC)C(N)=O)C2=CC(=C(C=C2C(=O)O)F)F)N2C(=NC1=C2C=CC(=C1OC)C(N)=O)C1=CC(=C(C=C1C(=O)O)F)F 15-6,6'-(Ethane-1,2-diylbis(5-carbamoyl-4-methoxy-1H-benzo[d]imidazole-1,2-diyl))bis(3,4-difluorobenzoic acid)